(2S,4S)-4-fluoro-1-[2-[(3R)-3-(6-quinolinylamino)pyrrolidin-1-yl]acetyl]pyrrolidine-2-carbonitrile F[C@H]1C[C@H](N(C1)C(CN1C[C@@H](CC1)NC=1C=C2C=CC=NC2=CC1)=O)C#N